C[C@@H]1[C@@H]([C@@H](O[C@H]1C2=CC=C(C=C2)O)C3=CC=C(C=C3)O)C The molecule is an antiviral lignan isolated from the creosote bush, Larrea tridentata, which consists of a 3,4-dimethyltetrahydrofuran skeleton substituted by 4-hydroxyphenyl groups at positions 2 and 5 (the 2R,3R,4S,5R stereoisomer). It has a role as an antiviral agent and a metabolite. It is a lignan, a member of oxolanes and a member of phenols.